3-Amino-4-oxo-4-(2-phenoxyethylamino)butanoic acid NC(CC(=O)O)C(NCCOC1=CC=CC=C1)=O